C(C)(C)(C)OC(=O)N1C(=C(C2=CC=CC=C12)\C=C(\C(=O)OC)/NC(=O)OCC1=CC=CC=C1)C 3-[(1Z)-2-{[(benzyloxy)carbonyl]Amino}-3-methoxy-3-oxoprop-1-en-1-yl]-2-methyl-1H-indole-1-carboxylic acid tert-butyl ester